C(C)(C)(C)OC(N=S(=O)(C)CC1=CC=C(C=C1)Br)=O.FC1=C(C(=CC=C1)F)/C=C/C(=O)NNC(\C=C\C1=C(C=CC=C1F)F)=O (E)-3-(2,6-difluorophenyl)-N'-((E)-3-(2,6-difluorophenyl)acryloyl)acrylohydrazide tert-butyl-((4-bromobenzyl)(methyl)(oxo)-λ6-sulfaneylidene)carbamate